benzyl (2-azidoethyl)carbamate N(=[N+]=[N-])CCNC(OCC1=CC=CC=C1)=O